CC(CC)(C)C1=C(OCC(=O)O)C=CC(=C1)C(CC)(C)C.[C-]1(C=CC=C1)C1=NC=CC=N1.[CH-]1C=CC=C1.[Fe+2] ferrocenyl-pyrimidine 2,4-bis(1,1-dimethylpropyl)phenoxyacetate